Cl.C(#N)CN(C(=O)C1=CN=CS1)C N-(cyanomethyl)-N-methyl-1,3-thiazole-5-carboxamide hydrochloride